NC=1C=C(C=NC1)C(=O)N1CCN(CC1)C(C=1C=C(C#N)C=CC1)C1=CC=CC=C1 3-[[4-(5-aminopyridine-3-carbonyl)piperazin-1-yl]-phenyl-methyl]benzonitrile